2,6-dimethyl-4-dimethylaminopyridine CC1=NC(=CC(=C1)N(C)C)C